C(CCC)C=1C=C(C(=C(C1)O)[C@@H]1C=C(CC[C@H]1C(=C)C)C)O (1R-trans)-5-butyl-2-[3-methyl-6-(1-methylethenyl)-2-cyclohexen-1-yl]-1,3-benzenediol